NC=1C2=C(N=CN1)N(C(=C2C2=CC(=C(C(=O)NCC(F)(F)F)C=C2)OC)C=2C=NC(=C(C2C)F)C#C)C 4-(4-amino-6-(6-ethynyl-5-fluoro-4-methylpyridin-3-yl)-7-methyl-7H-pyrrolo[2,3-d]pyrimidin-5-yl)-2-methoxy-N-(2,2,2-trifluoroethyl)benzamide